C=12C(=CC=CC1)COC2 xylylene ether